N-(3-chloro-1-(1-(tetrahydro-2H-pyran-4-yl)piperidin-4-yl)-1H-pyrazol-4-yl)-2-(2,6-difluorophenyl)pyrazolo[1,5-a][1,3,5]triazin-4-amine ClC1=NN(C=C1NC1=NC(=NC=2N1N=CC2)C2=C(C=CC=C2F)F)C2CCN(CC2)C2CCOCC2